7-bromo-1-ethyl-5-fluoro-2,3-dihydro-1H-indene BrC=1C=C(C=C2CCC(C12)CC)F